N1C=CC=2C1=NC=CC2C2=CC=C(C=C2)C2=CC1CCCC(C2)N1C(=O)OC(C)(C)C tert-butyl 3-(4-(1H-pyrrolo[2,3-b]pyridin-4-yl)phenyl)-9-azabicyclo[3.3.1]non-2-ene-9-carboxylate